CC(CC1=CC=CC=C1)(C)OC(CC(=O)C1=NC=C(C=C1SCC)Br)=O.C(CCCCC(=O)O)(=O)O.P(=O)(O)([O-])[O-].[Na+].[Na+] sodium hydrogenphosphate-adipic acid 2-methyl-1-phenylpropan-2-yl-3-[5-bromo-3-(ethylsulfanyl)pyridin-2-yl]-3-oxopropanoate